FC1=CC=C(C=C1)NC(=O)C1(CC1)C(=O)NC1=CC=C(C=C1)OC=1C2=C(N=CN1)C=NC=C2 1-N'-(4-fluorophenyl)-1-N-(4-pyrido[3,4-d]pyrimidin-4-yloxyphenyl)cyclopropane-1,1-dicarboxamide